C(CCCCCCC=CCC=CCC=C)C=1C=C(C=C(C1)O)O 5-Pentadeca-8,11,14-trienylbenzene-1,3-diol